4-(2-(4-(5-chloro-2-(1H-tetrazol-1-yl)phenyl)-5-methoxy-2-oxopyridin-1(2H)-yl)-2-fluoroacetamido)-2-fluoro-N,N-dimethylbenzamide ClC=1C=CC(=C(C1)C1=CC(N(C=C1OC)C(C(=O)NC1=CC(=C(C(=O)N(C)C)C=C1)F)F)=O)N1N=NN=C1